ClC1=C(C=C(C=C1)N1[C@@H]2[C@](C3=NC(=CC=C31)C(=O)O)(CCO2)C)F cis-8-(4-chloro-3-fluorophenyl)-3a-methyl-3,3a,8,8a-tetrahydro-2H-furo[3',2':4,5]pyrrolo[3,2-b]pyridine-5-carboxylic acid